5-Chloro-6'-(((1S,3S)-3-((5-(difluoromethoxy)pyrazin-2-yl)amino)cyclopentyl)amino)-2H-[1,3'-bipyridin]-2-one ClC=1C=CC(N(C1)C=1C=NC(=CC1)N[C@@H]1C[C@H](CC1)NC1=NC=C(N=C1)OC(F)F)=O